N-[(1S)-1-[2-(1-methyl-6-oxo-4,5-dihydropyridazin-3-yl)-1,2,4-triazol-3-yl]ethyl]-3,5-bis(trifluoromethyl)benzamide CN1N=C(CCC1=O)N1N=CN=C1[C@H](C)NC(C1=CC(=CC(=C1)C(F)(F)F)C(F)(F)F)=O